FC1=C(C=C(C=C1)[C@@H]1N(C[C@H](CC1)C)C(C(=O)NC=1C=C(C=NC1)C(=O)N)=O)C(F)(F)F |r| rac-5-{2-[(2R,5S)-2-[4-Fluoro-3-(trifluoromethyl)phenyl]-5-methylpiperidin-1-yl]-2-oxoacetamido}pyridine-3-carboxamide